3-(3-chloro-4-fluorophenyl)-1-(1-(1-oxo-1,2-dihydroisoquinolin-4-yl)ethyl)-1-(((R)-tetrahydrofuran-2-yl)methyl)urea ClC=1C=C(C=CC1F)NC(N(C[C@@H]1OCCC1)C(C)C1=CNC(C2=CC=CC=C12)=O)=O